NC(CC[C@H]1C(NCCC1)=O)=O (S)-1-amino-1-oxo-3-((S)-2-oxopiperidin-3-yl)propan